N1=C(C=CC=C1)N1N=C2CN(CCC2=C1O)CC1=CC(=CC=C1)C(F)(F)F (pyridin-2-yl)-6-(3-(trifluoromethyl)benzyl)-4,5,6,7-tetrahydro-2H-pyrazolo[3,4-c]pyridin-3-ol